3-bromo-2-fluoro-6-methyl-5-nitrobenzoic acid BrC=1C(=C(C(=O)O)C(=C(C1)[N+](=O)[O-])C)F